ClC=1C(NN=CC1N1[C@@H](CN(C(C1)=O)[C@@H](C)C1=C(C=C(C=C1)F)C(F)(F)F)C)=O 4-chloro-5-[(2R)-4-[(1S)-1-[4-fluoro-2-(trifluoromethyl)phenyl]ethyl]-2-methyl-5-oxopiperazin-1-yl]-2,3-dihydropyridazin-3-one